C(C1=CC=CC=C1)N1C(C(=C(C=C1)CNC1CNCCCC1)O)=O 3-[(1-Benzyl-3-hydroxy-2-oxo-1,2-dihydropyridin-4-yl)methylamino]azepan